FC1CN(C1)C1=NC=CC(=C1)CN (2-(3-fluoroazetidin-1-yl)-4-pyridyl)methanamine